C(C)N1NC(C2=CC=C(C=C12)NC1=NC=C(C(=C1)N[C@H](CO)C1=CC=CC=C1)C=1OC=NN1)=O (S)-1-ethyl-6-((4-((2-hydroxy-1-phenylethyl)amino)-5-(1,3,4-oxadiazol-2-yl)pyridin-2-yl)amino)-1,2-dihydro-3H-indazol-3-one